methyl 2-(formyloxy)-5-methylbenzoate C(=O)OC1=C(C(=O)OC)C=C(C=C1)C